4-[(3S)-3-amino-3-methylpyrrolidin-1-yl]-6-cyano-N-[(1S)-1-cyclopropylethyl]-5-[3-(trifluoromethoxy)phenyl]pyridine-3-carboxamide N[C@@]1(CN(CC1)C1=C(C=NC(=C1C1=CC(=CC=C1)OC(F)(F)F)C#N)C(=O)N[C@@H](C)C1CC1)C